OC(CC(CCCC(CCC=O)C)C)C 10-hydroxy-4,8-dimethylundecaldehyde